5,10,15,20-tetrakis(4-aminophenyl)porphyrin iron [Fe].NC1=CC=C(C=C1)C=1C2=CC=C(N2)C(=C2C=CC(C(=C3C=CC(=C(C=4C=CC1N4)C4=CC=C(C=C4)N)N3)C3=CC=C(C=C3)N)=N2)C2=CC=C(C=C2)N